C(C)(C)(CC)O[SiH2]O (t-pentoxy)silanol